Methyl (S)-21-amino-2,2-dimethyl-4,18-dioxo-3,8,11,14-tetraoxa-5,17-diazadocosan-22-oate N[C@@H](CCC(NCCOCCOCCOCCNC(OC(C)(C)C)=O)=O)C(=O)OC